FC=1C(=NC=C(C1)F)C(OC=1C=C(N(C(C1)=O)C1=C(C(=NC=C1C)N1N=C(C=C1)C(=O)OC)F)C)([2H])[2H] methyl 1-{4-[(3,5-difluoropyridin-2-yl)(2H2)methoxy]-3'-fluoro-2,5'-dimethyl-6-oxo-[1,4'-bipyridin]-2'-yl}pyrazole-3-carboxylate